5-amino-1-(tetrahydro-2H-pyran-4-yl)-1H-pyrazole-4-carboxylic acid ethyl ester C(C)OC(=O)C=1C=NN(C1N)C1CCOCC1